catechol phthalate C(C=1C(C(=O)O)=CC=CC1)(=O)O.C=1(O)C(O)=CC=CC1